2,3,5,6-tetrafluorobenzene-1-yl-titanium FC1=C(C(=C(C=C1F)F)F)[Ti]